ClPC(C1=CC=CC=C1)(C1=CC=CC=C1)C1=CC=CC=C1 Chlorotritylphosphine